ClC1=CC=C2C=C[N+](CC2=C1)=O 7-chloro-2-oxo-isoquinolin-2-ium